(6-amino-3-bromo-2-chloro-phenyl)-(2-chloro-6-fluoro-phenyl)methanone NC1=CC=C(C(=C1C(=O)C1=C(C=CC=C1F)Cl)Cl)Br